SCC(=O)OCC(COC(CS)=O)(COCC(COC(CS)=O)(COC(CS)=O)COC(CS)=O)CO dipentaerythritol penta(mercaptoacetate)